(S)-8-(6-amino-5-((2-aminopyrimidin-4-yl)thio)-3-methylpyrazin-2-yl)-2-methyl-8-azaspiro[4.5]dec-2-en-1-amine NC1=C(N=C(C(=N1)N1CCC2(CC=C([C@H]2N)C)CC1)C)SC1=NC(=NC=C1)N